C(C)(C)(C)OC(=O)NC1=CC=CC(=N1)CCC(=O)OC methyl 3-(6-((tert-butoxycarbonyl)amino)pyridin-2-yl)propanoate